C(C)OC=1N=COC1 4-ethoxyoxazole